FC(C)(F)C1=NC(=CC(=N1)NC1=CC(=NC=C1C1=NN(C(C=C1)=O)C)NC(C)=O)CC N-(4-((2-(1,1-difluoroethyl)-6-ethylpyrimidin-4-yl)amino)-5-(1-methyl-6-oxo-1,6-dihydropyridazin-3-yl)pyridin-2-yl)acetamide